(R)-2-(4-((5-cyclopropyl-3-(2,6-dichlorophenyl)isoxazol-4-yl)methyl)-2-methylpiperazin-1-yl)-4-(trifluoromethoxy)benzo[d]Thiazole-6-carboxylic acid methyl ester COC(=O)C1=CC2=C(N=C(S2)N2[C@@H](CN(CC2)CC=2C(=NOC2C2CC2)C2=C(C=CC=C2Cl)Cl)C)C(=C1)OC(F)(F)F